4-(aminomethyl)-6-(5-ethylpyridin-3-yl)-phthalazin-1(2H)-one NCC1=NNC(C2=CC=C(C=C12)C=1C=NC=C(C1)CC)=O